(4-(3-(2,6-dichlorophenyl)azetidin-1-yl)-2-fluorobenzyl)-3-methylazetidin-3-ol ClC1=C(C(=CC=C1)Cl)C1CN(C1)C1=CC(=C(CN2CC(C2)(O)C)C=C1)F